C(CCC(=O)OC(COC(C(C)C)=O)COC(C(C)C)=O)(=O)OC[C@]1(O[C@H](C[C@@H]1O)N1C2=NC(=NC(=C2N=C1)N)F)C#C ((2R,3S,5R)-5-(6-amino-2-fluoro-9H-purin-9-yl)-2-ethynyl-3-hydroxytetra-hydrofuran-2-yl)methyl (1,3-bis(isobutyryloxy) propan-2-yl) succinate